5-phenyl-3-(3-pyridyl)-methyl-3H-imidazo[4,5-c][1,8]naphthyridin-4(5H)-one C1(=CC=CC=C1)N1C(C2=C(C=3C=CC=NC13)N=C(N2C=2C=NC=CC2)C)=O